N-(4-(4-(4-Cyanophenyl)piperazin-1-yl)phenyl)-5-methoxypicolinamid C(#N)C1=CC=C(C=C1)N1CCN(CC1)C1=CC=C(C=C1)NC(C1=NC=C(C=C1)OC)=O